4-((S)-2-(dimethylamino)-3-((R)-3-(2-methylpyrimidin-5-yl)-3-(1-(trifluoromethyl)cyclopropyl)propanamido)propyl)benzamide CN([C@@H](CC1=CC=C(C(=O)N)C=C1)CNC(C[C@@H](C1(CC1)C(F)(F)F)C=1C=NC(=NC1)C)=O)C